2,3-Dimethylmaleic anhydride C/C=1/C(=O)OC(\C1\C)=O